2-amino-3,6-difluoro-4-(6-fluoro-1-methyl-1H-indazol-7-yl)benzoic acid methyl ester COC(C1=C(C(=C(C=C1F)C=1C(=CC=C2C=NN(C12)C)F)F)N)=O